CC1=CC(N(C=2N=C(N=CC21)NC2=C(C=C(C=C2)C=2C=NN(C2)C)C)C2CCOCC2)=O 5-methyl-2-((2-methyl-4-(1-methyl-1H-pyrazol-4-yl)phenyl)amino)-8-(tetrahydro-2H-pyran-4-yl)pyrido[2,3-d]pyrimidin-7(8H)-one